FC1=CNC=2N=C(N=C(C21)N[C@H]2CN[C@H](C2)C)NC2=CC(=NS2)C 5-fluoro-N2-(3-methylisothiazol-5-yl)-N4-((3R,5S)-5-methylpyrrolidin-3-yl)-7H-pyrrolo[2,3-d]pyrimidine-2,4-diamine